3-(4-methylpiperazin-1-yl)propanamid CN1CCN(CC1)CCC(=O)N